deca-hexadecyl-benzenesulfonic acid C(CCCCCCCCCCCCCCC)C1C(C(C(C(C1(S(=O)(=O)O)CCCCCCCCCCCCCCCC)(CCCCCCCCCCCCCCCC)CCCCCCCCCCCCCCCC)(CCCCCCCCCCCCCCCC)CCCCCCCCCCCCCCCC)(CCCCCCCCCCCCCCCC)CCCCCCCCCCCCCCCC)(CCCCCCCCCCCCCCCC)CCCCCCCCCCCCCCCC